((3aR,6aS)-5-(4,6-dimethylpyrimidin-2-yl)-3a,6a-dimethylhexahydropyrrolo[3,4-c]pyrrol-2(1H)-yl)(2-fluoro-6-(2H-1,2,3-triazol-2-yl)phenyl)methanone CC1=NC(=NC(=C1)C)N1C[C@@]2([C@](C1)(CN(C2)C(=O)C2=C(C=CC=C2N2N=CC=N2)F)C)C